NC1=NN2C(N=CC=C2)=C1C(=O)NC(C)C1=CC(=C2C=NN(C2=C1C1=CC=CC=C1)C)Cl 2-amino-N-(1-(4-chloro-1-methyl-7-phenyl-1H-indazol-6-yl)ethyl)pyrazolo[1,5-a]pyrimidine-3-carboxamide